ClC=1C=CC=C2C=CN(C12)C=1SC=C(N1)N1CCC2(CC1)[C@@H](CC1=CC=CC=C12)N (R)-1'-(2-(7-chloro-1H-indol-1-yl)thiazol-4-yl)-2,3-dihydrospiro[indene-1,4'-piperidin]-2-amine